3-(4-aminophenyl)-5-{4-[(2S)-1,4-dioxan-2-ylmethoxy]-3-methoxyphenyl}pyridin-2-amine NC1=CC=C(C=C1)C=1C(=NC=C(C1)C1=CC(=C(C=C1)OC[C@H]1OCCOC1)OC)N